(phenyl)[(phenyl)(biphenylyl)triazinyl]dibenzothiophene C1(=CC=CC=C1)C1=C(C2=C(SC3=C2C=CC=C3)C=C1)C1=NN=NC(=C1C1=C(C=CC=C1)C1=CC=CC=C1)C1=CC=CC=C1